C[C@H](CCCC(C)C(=O)O)[C@H]1CC[C@@H]2[C@@]1(CC[C@H]3[C@H]2CC=C4[C@@]3(CCCC4)C)C 5-CHOLESTENOIC ACID